(pyrazin-2-ylmethyl)-1H-imidazole-4-carboxylic acid, sodium salt [Na+].N1=C(C=NC=C1)CN1C=NC(=C1)C(=O)[O-]